methyl 6-chloro-3-{[(1R)-1-{5-ethyl-2,9-dimethylimidazo[1,2-c]quinazolin-7-yl}ethyl]amino}pyridine-2-carboxylate ClC1=CC=C(C(=N1)C(=O)OC)N[C@H](C)C1=CC(=CC=2C=3N(C(=NC12)CC)C=C(N3)C)C